(2S,4R)-ls-hydroxyproline N1[C@@H](C[C@@H](O)C1)C(=O)O